4,4,5,5-tetramethyl-2-(4-(trifluoromethyl)cyclohex-1-en-1-yl)-1,3,2-dioxaborolane CC1(OB(OC1(C)C)C1=CCC(CC1)C(F)(F)F)C